N1N=NN=C1C1=C(C=O)C=CC=C1 (tetrazol-5-yl)benzaldehyde